10-(2-(3,4-dichlorophenyl)indol-3-yl)-10H-phenothiazine ClC=1C=C(C=CC1Cl)C=1NC2=CC=CC=C2C1N1C2=CC=CC=C2SC=2C=CC=CC12